tert-butyl 4-(4-(6-(trifluoromethyl)benzofuran-2-yl)thiazol-2-yl)piperidine-1-carboxylate FC(C1=CC2=C(C=C(O2)C=2N=C(SC2)C2CCN(CC2)C(=O)OC(C)(C)C)C=C1)(F)F